C(C)(C)(C)OC1=C(C=CC=C1)C(C1=CC=CC=C1)=O 2'-tert-butoxy-benzophenone